tert-butyl (2R,5S)-5-[2-(4-chloro-3-fluorophenoxy)acetamido]-2-[(3-fluorophenyl)carbamoyl]piperidine-1-carboxylate ClC1=C(C=C(OCC(=O)N[C@H]2CC[C@@H](N(C2)C(=O)OC(C)(C)C)C(NC2=CC(=CC=C2)F)=O)C=C1)F